2-hydroxy-2H-benzol OC1CC=CC=C1